C(C1=CC=CC=C1)(C1=CC=CC=C1)N1CCC2(CN(C2)CC=2C(=C3CN(C(C3=CC2)=O)C2C(NC(CC2)=O)=O)F)CC1 3-(5-((7-benzhydryl-2,7-diazaspiro[3.5]nonan-2-yl)methyl)-4-fluoro-1-oxoisoindolin-2-yl)piperidine-2,6-dione